FC1(CN(C1)CC=1C=CC(NC1)=O)F 5-((3,3-difluoroazetidin-1-yl)methyl)pyridin-2(1H)-one